trimethoxypropyl-nitrogen COC(CC[N])(OC)OC